C(C1=CC=CC=C1)C=1NC(C2=C(N1)SC(=C2)C)=O 2-benzyl-6-methylthieno[2,3-d]pyrimidin-4(3H)-one